C(C)(C)C1=NN(C(=C1)NC(=O)N[C@@H]1CN(C[C@H]1C=1SC=CC1)CCOC)C1=CC=CC=C1 trans-1-(3-isopropyl-1-phenyl-1H-pyrazol-5-yl)-3-(1-(2-methoxyethyl)-4-(thiophen-2-yl)pyrrolidin-3-yl)urea